FC1(CC(C1)(C)C(CC#N)=O)F 3-(3,3-Difluoro-1-methyl-cyclobutyl)-3-oxo-propanenitrile